3-[(3-chloro-2-methoxyphenyl)amino]-2-[3-(2-methoxy-2-methylpropoxy)pyridin-4-yl]-1,5,6,7-tetrahydroindol-4-one ClC=1C(=C(C=CC1)NC1=C(NC=2CCCC(C12)=O)C1=C(C=NC=C1)OCC(C)(C)OC)OC